ClC1=C(C=C(C(=O)N2CCN(CC2)CC2CN(C2)C2C(CN(CC2)C(=O)OC(C)(C)C)(F)F)C=C1)N1C(NC(CC1)=O)=O tert-butyl 4-(3-((4-(4-chloro-3-(2,4-dioxotetrahydropyrimidin-1(2H)-yl)benzoyl)piperazin-1-yl)methyl)azetidin-1-yl)-3,3-difluoropiperidine-1-carboxylate